(2R)-2-(6-{5-chloro-2-[(oxan-4-yl)amino]pyrimidin-4-yl}-1-oxo-2,3-dihydro-1H-isoindol-2-yl)-N-(1-methylcyclopentyl)propanamide ClC=1C(=NC(=NC1)NC1CCOCC1)C1=CC=C2CN(C(C2=C1)=O)[C@@H](C(=O)NC1(CCCC1)C)C